C1=CC=C(C=C1)SC2=CC=C(C=C2)CO[C@H](CN3C=CN=C3)C4=C(C=C(C=C4)Cl)Cl The molecule is a 1-[2-(2,4-dichlorophenyl)-2-{[4-(phenylsulfanyl)benzyl]oxy}ethyl]imidazole that is the (S)-enantiomer of fenticonazole. It is a conjugate base of a (S)-fenticonazole(1+). It is an enantiomer of a (R)-fenticonazole.